C1(=CC=C(C=C1)CNC(C1=C(C=CC=C1)\C=C\C(=O)NO)=O)C1=CC=CC=C1 (E)-N-([1,1'-biphenyl]-4-ylmethyl)-2-(3-(hydroxyamino)-3-oxoprop-1-en-1-yl)benzamide